CC(C)(C)OC(=O)N1C=CC2=CC(=C(C=C12)Br)C 6-bromo-5-methylindole-1-carboxylic acid-2-methylpropan-2-yl ester